5,7-dimethoxy-3-(3-((6-fluoroquinazolin-4-yl)thio)propoxy)-2-(3,4,5-trimethoxyphenyl)-4H-chromen-4-one COC1=C2C(C(=C(OC2=CC(=C1)OC)C1=CC(=C(C(=C1)OC)OC)OC)OCCCSC1=NC=NC2=CC=C(C=C12)F)=O